(2-(trifluoromethyl)pyrimidin-5-yl)ethan-1-amine hydrochloride Cl.FC(C1=NC=C(C=N1)C(C)N)(F)F